C(C1=CC=CC=C1)N(CC1=CC=CC=C1)CCC1=CNC2=CC=CC=C12 N,N-dibenzyl-2-(1H-indol-3-yl)ethylamine